2-(4-cyclopropyl-6-methoxy-pyrimidin-5-yl)-5-methoxy-4-[rac-(1R)-1-[4-[1-methyl-4-(trifluoromethyl)imidazol-2-yl]phenyl]ethoxy]pyrimidine C1(CC1)C1=NC=NC(=C1C1=NC=C(C(=N1)O[C@H](C)C1=CC=C(C=C1)C=1N(C=C(N1)C(F)(F)F)C)OC)OC |r|